FC1(CC(CC1)C(C(=O)NC=1SC=C(N1)C)C1=CC=C(C=C1)C=1N=NN(N1)C)F 2-(3,3-Difluorocyclopentyl)-2-(4-(2-methyl-2H-tetrazol-5-yl)phenyl)-N-(4-methylthiazol-2-yl)acetamide